ClC1=CC=C(C=C1)N (4-chlorophenyl)amine